2,6-bis(benzyloxy)benzene-1,4-diol C(C1=CC=CC=C1)OC1=C(C(=CC(=C1)O)OCC1=CC=CC=C1)O